S1C(=NC2=C1C=CC=C2)SNCCC=2SC=CC2 S-(benzo[d]thiazole-2-yl)-N-(2-(thiophene-2-yl)ethyl)thiohydroxylamine